C(C)(C)(C)OC(=O)N(C(OC(C)(C)C)=O)C1=NC=C(C2=C1C(=NN2C(C)C)C2=C(C=C(C(=C2)F)NS(=O)(=O)C2=C(C=CC=C2)F)F)C2CCC1(OCCO1)CC2 tert-Butyl (tert-butoxycarbonyl)(3-(2,5-difluoro-4-((2-fluorophenyl)sulfonamido)phenyl)-1-isopropyl-7-(1,4-dioxaspiro[4.5]decan-8-yl)-1H-pyrazolo[4,3-c]pyridin-4-yl)carbamate